N,N'-(1,4-Phenylenebis(methylene))bis(N-methyl-1-(pyridin-2-yl)methanamine) C1(=CC=C(C=C1)CN(CC1=NC=CC=C1)C)CN(CC1=NC=CC=C1)C